tert-butyl ((1-(dimethylcarbamoyl)-3-((1r,3r)-3-hydroxycyclobutanecarboxamido)-1H-pyrazol-4-yl)methyl)carbamate CN(C(=O)N1N=C(C(=C1)CNC(OC(C)(C)C)=O)NC(=O)C1CC(C1)O)C